2-Iodo-5-bromo-3-hexylthiophen IC=1SC(=CC1CCCCCC)Br